NCCCC=1N(N=C2C=C(C=C(C12)C=1C=C(O[C@H]2C[C@H](N(C2)C(=O)OC(C)(C)C)C(=O)OC)C=CC1)F)C O1-tert-butyl O2-methyl (2S,4S)-4-[3-[3-(3-aminopropyl)-6-fluoro-2-methyl-indazol-4-yl]phenoxy]pyrrolidine-1,2-dicarboxylate